(1S,3'R,4'S,5'S,6'R)-5-chloro-6-((4-fluoro-5-(2-hydroxyethyl)thiophene-2-yl)methyl)-6'-methyl-3',4',5',6'-tetrahydro-3H-spiro[isobenzofuran-1,2'-pyran]-3',4',5'-triol ClC=1C=C2CO[C@]3(O[C@@H]([C@H]([C@@H]([C@H]3O)O)O)C)C2=CC1CC=1SC(=C(C1)F)CCO